[5-bromo-3-[3-[tert-butyl(dimethyl)silyl]oxyprop-1-ynyl]-2-pyridyl]methanol BrC=1C=C(C(=NC1)CO)C#CCO[Si](C)(C)C(C)(C)C